2-cyclohexyl-2-(3-fluoro-3-isobutyl-5-methylhexyl)-1-ethoxy-3-methoxypropane C1(CCCCC1)C(COCC)(COC)CCC(CC(C)C)(CC(C)C)F